(R)-2-(benzofuran-3-yl)-1-((3aS,4S,6S,7aR)-3a,5,5-trimethylhexahydro-4,6-methanobenzo[d][1,3,2]dioxaborol-2-yl)ethanamine O1C=C(C2=C1C=CC=C2)C[C@H](N)B2O[C@@]1([C@H](O2)C[C@H]2C([C@@H]1C2)(C)C)C